C12(CC3CC(CC(C1)C3)C2)NCC2=CC=C(C=C2)N(C)CC2=CC=CC=3N(C(N(C32)C)=O)C3C(NC(CC3)=O)=O 3-(4-(((4-(((adamantan-1-yl)amino)methyl)phenyl)(methyl)amino)methyl)-3-methyl-2-oxo-2,3-dihydro-1H-benzo[d]imidazol-1-yl)piperidine-2,6-dione